CS(=O)(=O)C1=C(N)C=C(C=C1)CCN1CCCCC1 2-(methylsulfonyl)-5-(2-(piperidin-1-yl)ethyl)aniline